5-fluoro-2-[2-[(3-fluorophenoxy)methyl]imidazo[1,2-a]pyrimidin-6-yl]phenol FC=1C=CC(=C(C1)O)C=1C=NC=2N(C1)C=C(N2)COC2=CC(=CC=C2)F